CN(C=1C=C(C(=O)N/N=C(\C)/C2=CC3=CC=CC=C3C=C2)C=CC1)C (E)-3-(dimethylamino)-N'-(1-(naphthalen-2-yl)ethylidene)benzohydrazide